N-(2-(2-(4-chlorobenzyl)-5-(3,5-difluorobenzyl)-3-oxo-2,3,4,5,6,7-hexahydro-1H-pyrazolo[4,3-c]pyridin-1-yl)ethyl)-4-(hydroxymethyl)benzamide ClC1=CC=C(CN2N(C3=C(CN(CC3)CC3=CC(=CC(=C3)F)F)C2=O)CCNC(C2=CC=C(C=C2)CO)=O)C=C1